methyl tosylate hydrochloride Cl.S(=O)(=O)(OC)C1=CC=C(C)C=C1